5-{2-amino-[1,2,4]triazolo[1,5-a]pyridin-7-yl}-N-{[2-(cyclohexyloxy)phenyl]methyl}-2-methoxypyridine-3-carboxamide NC1=NN2C(C=C(C=C2)C=2C=C(C(=NC2)OC)C(=O)NCC2=C(C=CC=C2)OC2CCCCC2)=N1